C1=CC(=CC=C1C(=O)NCCO)C(=O)NCCO N,N'-bis(2-hydroxyethyl)terephthalamide